(4-amino-3-methyl-1,3-dihydrofuro[3,4-c]quinolin-8-yl)(3-(benzo[d]thiazol-5-yl)-3,4-dihydroisoquinolin-2(1H)-yl)methanone NC1=NC=2C=CC(=CC2C2=C1C(OC2)C)C(=O)N2CC1=CC=CC=C1CC2C=2C=CC1=C(N=CS1)C2